N-[(3R)-1-Cyclopropyl-3-piperidyl]-2-(4-isopropyl-2-methyl-7-oxo-pyrazolo[3,4-d]pyridazin-6-yl)acetamide C1(CC1)N1C[C@@H](CCC1)NC(CN1N=C(C=2C(C1=O)=NN(C2)C)C(C)C)=O